4-amino-3-chloro-5-fluoro-6-(7-fluoro-1H-indol-6-yl)pyridine-2-carboxylic acid sodium [Na].NC1=C(C(=NC(=C1F)C1=CC=C2C=CNC2=C1F)C(=O)O)Cl